tri-tert-butyl (3S,10S,14S)-1-[5-(aminomethyl)pyridin-2-yl]-3-[(naphthalen-2-yl)methyl]-1,4,12-trioxo-2,5,11,13-tetraazahexadecane-10,14,16-tricarboxylate NCC=1C=CC(=NC1)C(N[C@H](C(NCCCC[C@H](NC(N[C@@H](CCC(=O)OC(C)(C)C)C(=O)OC(C)(C)C)=O)C(=O)OC(C)(C)C)=O)CC1=CC2=CC=CC=C2C=C1)=O